C(C1=CC=CC=C1)C1S(NC2=C(C1)C=C(C1=C2NC=C1Cl)Cl)(=O)=O 3-benzyl-6,7-dichloro-1,3,4,9-tetrahydropyrrolo[3,2-h][2,1]benzothiazine 2,2-dioxide